FC(CC(C(=O)NC1=NC=CC(=C1)C1=C(C=2N=CN=C(C2N1)OCC(F)(F)F)C1=NC=CC=C1)C1=CC=C(C=C1)F)F 4,4-difluoro-2-(4-fluorophenyl)-N-{4-[7-(pyridin-2-yl)-4-(2,2,2-trifluoroethoxy)-5H-pyrrolo[3,2-d]pyrimidin-6-yl]pyridin-2-yl}butanamide